6-chloro-3-((1-(10-methyl-8-oxo-5,8-dihydro-6H-isoquinolino[1,2-b]quinazolin-12-yl)ethyl)amino)picolinic acid ClC1=CC=C(C(=N1)C(=O)O)NC(C)C=1C=C(C=C2C(N3C(=NC12)C=1C=CC=CC1CC3)=O)C